Magnesium stearate Magnesium stearat C(CCCCCCCCCCCCCCCCC)(=O)[O-].[Mg+2].C(CCCCCCCCCCCCCCCCC)(=O)[O-].[Mg+2]